3-(ethylamino)-4-[2'-(quinolin-3-yl)-5',6'-dihydrospiro[azetidine-3,4'-pyrrolo[1,2-b]pyrazol]-1-yl]cyclobut-3-ene-1,2-dione C(C)NC=1C(C(C1N1CC2(CCN3N=C(C=C32)C=3C=NC2=CC=CC=C2C3)C1)=O)=O